(3-ethoxypyridazin-4-yl)-5-isopropyl-7-methyl-N-[(1-methylpyrazol-4-yl)methyl]imidazo[1,5-b]pyridazin-4-amine C(C)OC=1N=NC=CC1C=1C=C(C=2N(N1)C(=NC2C(C)C)C)NCC=2C=NN(C2)C